tert-butyl 5'-trifluoromethyl-5,6-dihydro-[2,2'-bipyridyl]-1(4H)-carboxylate FC(C=1C=CC(=NC1)C=1N(CCCC1)C(=O)OC(C)(C)C)(F)F